BrC1=NN=CC2=CC=CC(=C12)Cl 1-bromo-8-chloro-phthalazine